N-((3S,4R)-3-fluoro-1-methylpiperidin-4-yl)-2-(3-((2-methoxy-4-(methylsulfonyl)phenyl)amino)prop-1-yn-1-yl)-3-(prop-1-yn-1-yl)pyrazolo[1,5-a]pyridin-7-amine F[C@H]1CN(CC[C@H]1NC1=CC=CC=2N1N=C(C2C#CC)C#CCNC2=C(C=C(C=C2)S(=O)(=O)C)OC)C